butyl (3-(4-formylpyridin-3-yl)prop-2-yn-1-yl)carbamate C(=O)C1=C(C=NC=C1)C#CCNC(OCCCC)=O